(R)-5-amino-N-(1-(naphthalen-1-yl)ethyl)-2-vinylbenzamide NC=1C=CC(=C(C(=O)N[C@H](C)C2=CC=CC3=CC=CC=C23)C1)C=C